trifluoro-boranuide F[BH-](F)F